2-((R)-6-amino-2-aza-spiro[4.4]non-2-yl)-5-(2,3-dichloro-phenyl)-6-methyl-pyrimidine-4-carboxylic acid amide NC1[C@@]2(CCN(C2)C2=NC(=C(C(=N2)C(=O)N)C2=C(C(=CC=C2)Cl)Cl)C)CCC1